(R)-2-methyl-N-[(1S)-1-[3-(2-cyclopropyl-4-pyridinyl)-1,2,4-thiadiazol-5-yl]ethyl]propane-2-sulfinamide CC(C)(C)[S@@](=O)N[C@@H](C)C1=NC(=NS1)C1=CC(=NC=C1)C1CC1